N-(2,2'-dichloro-3'-(5-((3-(hydroxymethyl)azetidin-1-yl)methyl)-6-methoxypyridin-2-yl)-[1,1'-biphenyl]-3-yl)-1-ethyl-5-methyl-4,5,6,7-tetrahydro-1H-imidazo[4,5-c]pyridine-2-carboxamide ClC1=C(C=CC=C1NC(=O)C=1N(C2=C(CN(CC2)C)N1)CC)C1=C(C(=CC=C1)C1=NC(=C(C=C1)CN1CC(C1)CO)OC)Cl